8-(azidomethyl)-7-bromo-5-(tert-butyl)quinoline N(=[N+]=[N-])CC=1C(=CC(=C2C=CC=NC12)C(C)(C)C)Br